C1=CC(=C(C=C1O)C(=O)CC(C(=O)O)N)NC=O The molecule is a non-proteinogenic alpha-amino acid that is 5-hydroxykynurenine bearing an N-formyl substituent. It has a role as a human metabolite. It derives from a 5-hydroxykynurenine and a N-formylkynurenine.